NC1=NC=C(C=2C1=CN(N2)C2OCCCC2)NC(=O)C(=O)N(CC2=NC=CC=N2)CC2=NC=C(C=C2C)C(F)(F)F N-(4-amino-2-tetrahydropyran-2-yl-pyrazolo[4,3-c]pyridin-7-yl)-N'-[[3-methyl-5-(trifluoromethyl)-2-pyridyl]methyl]-N'-(pyrimidin-2-ylmethyl)oxamide